C1(CCCC1)C(C(C(C)C)(C)C)=O 1-cyclopentyl-2,2,3-trimethylbutan-1-one